(2S)-2-benzyl-N-(8-fluoro-2-methyl-3-quinolyl)-3-(1-methylcyclopropyl)propanamide C(C1=CC=CC=C1)[C@@H](C(=O)NC=1C(=NC2=C(C=CC=C2C1)F)C)CC1(CC1)C